NC1=NC=2C=CC(=CC2C=2N1C=NN2)C(=O)N(C2CCC1=CC(=CC=C21)C(F)(F)F)CC2CC2 5-amino-N-(cyclopropylmethyl)-N-(5-(trifluoromethyl)-2,3-dihydro-1H-inden-1-yl)-[1,2,4]triazolo[4,3-c]quinazoline-9-carboxamide